CSC1=NC=C(C=N1)CN1CCN(CC1)C=1OC2=C(N1)C=CC=C2 2-(4-((2-(methylthio)pyrimidin-5-yl)methyl)piperazin-1-yl)benzo[d]oxazole